Methyl 3-(N-(2-((dimethylamino)methyl)quinolin-8-yl)sulfamoyl)thiophene-2-carboxylate CN(C)CC1=NC2=C(C=CC=C2C=C1)NS(=O)(=O)C1=C(SC=C1)C(=O)OC